2-(5-Chloropyridin-2-yl)morpholin-5,5,6,6-d4 ClC=1C=CC(=NC1)C1CNC(C(O1)([2H])[2H])([2H])[2H]